isopropyl (4-(5-(2-(cyclopropylsulfonyl)-4-((5-methyl-1H-pyrazol-3-yl)amino) phenyl)thiophen-2-yl)cyclohex-3-en-1-yl)carbamate C1(CC1)S(=O)(=O)C1=C(C=CC(=C1)NC1=NNC(=C1)C)C1=CC=C(S1)C1=CCC(CC1)NC(OC(C)C)=O